2-(METHYL[(1-METHYLPYRROLIDIN-3-YL)METHYL]AMINO)ACETALDEHYDE CN(CC=O)CC1CN(CC1)C